N-(piperidin-4-yl)methanesulfonamide N1CCC(CC1)NS(=O)(=O)C